phosphovalproic acid P(=O)(=O)C(C(=O)O)(CCC)CCC